C1(CC1)C1=NC=2C(=NC=CC2C)N1C1=CC2=C(NCS2)C=C1 6-(2-Cyclopropyl-7-methyl-imidazo[4,5-b]pyridin-3-yl)-3H-1,3-benzothiazol